[O-]S(=O)(=O)C(F)(F)F.C1(=CC=CC=C1)C(=C[S+]1CCCC1)C1=C(C=CC=C1)F 1-(2-phenyl-2-(2-fluorophenyl)vinyl)tetrahydro-1H-thiophen-1-ium triflate